N2-[7-bromo-2-(1-methyl-1H-pyrazol-4-yl)[1,2,4]triazolo[1,5-c]quinazolin-5-yl]-N-[2-(4-methylpiperazin-1-yl)ethyl]-D-alaninamide BrC1=CC=CC=2C=3N(C(=NC12)N[C@H](C)C(=O)NCCN1CCN(CC1)C)N=C(N3)C=3C=NN(C3)C